FC=1C=CC2=C(C(NC=3CN(C[C@@H](C23)NC)C)=O)C1 |r| racemic-8-fluoro-3-methyl-1-(methylamino)-1,3,4,5-tetrahydrobenzo[c][1,7]naphthyridin-6(2H)-one